COC(=O)C=1C=CC2=C(N(C(=N2)CN2CCC(=CC2)C2=NC(=CC=C2)OCC2=C(C=C(C=C2)C(CC)=O)F)C[C@H]2OCC2)C1 (S)-2-((6-((2-fluoro-4-propionylbenzyl)oxy)-3',6'-dihydro-[2,4'-bipyridine]-1'(2'H)-yl)methyl)-1-(oxetan-2-ylmethyl)-1H-benzo[d]imidazole-6-carboxylic acid methyl ester